COC=1C=CC2=C(CCC=3C(=CNC23)C2=CC=C(C=C2)OC)C1 7-methoxy-3-(4-methoxyphenyl)-4,5-dihydro-1H-benzo[g]indole